C(C)(C)(C)N(C(=O)OC1=CC=C2C(C(COC2=C1C)C1=CC=C(C=C1)O)C1=CC=C(C=C1)O)[C@H]1CN(C[C@@H]1OC(C)C)C1=NC=2CCC(CC2C=N1)N 3-(4-hydroxyphenyl)-4-(4-hydroxyphenyl)-8-methyl-chroman-7-ol tert-Butyl-N-[(3S,4S)-1-(6-amino-5,6,7,8-tetrahydroquinazolin-2-yl)-4-(propan-2-yloxy)pyrrolidin-3-yl]carbamate